COC(=O)C12CC3CC(CC(C1)C3)C2 adamantane-1-carboxylic acid methyl ester